COC1=CC=C(C=C1)C(OC[C@H]1OC1)(C1=CC=CC=C1)C1=CC=C(C=C1)OC (2S)-2-[[bis(4-methoxyphenyl)-phenyl-methoxy]methyl]oxirane